OC12CC(C1)(C2)C(=O)N 3-hydroxybicyclo[1.1.1]pentane-1-carboxamide